N1C=NC(=C1)C=1C=CC2=C(N=C(O2)N)C1 5-(1H-imidazol-4-yl)benzo[d]oxazol-2-amine